N,N-bis(4-methoxybenzyl)-5-oxo-4,5-dihydropyrazine-2-sulfonamide COC1=CC=C(CN(S(=O)(=O)C=2N=CC(NC2)=O)CC2=CC=C(C=C2)OC)C=C1